ClC1=C(N=C2N1C=CC(=C2)C(=O)N[C@H]2CO[C@@H](CC2)CO)C2=C(C(=CC=C2C=2N=CN(C2F)C)F)F 3-chloro-2-(2,3-difluoro-6-(5-fluoro-1-methyl-1H-imidazol-4-yl)phenyl)-N-((3R,6S)-6-(hydroxymethyl)tetrahydro-2H-pyran-3-yl)imidazo[1,2-a]pyridine-7-carboxamide